[Si](C1=CC=CC=C1)(C1=CC=CC=C1)(C(C)(C)C)OCC(CC1=C(N(C2=CC=C(C=C12)B1OC(C(O1)(C)C)(C)C)CC(F)(F)F)C=1C(=NC=CC1)[C@H](C)OC)(C)C (S)-3-(3-((tert-butyldiphenylsilyl)oxy)-2,2-dimethylpropyl)-2-(2-(1-methoxyethyl)pyridin-3-yl)-5-(4,4,5,5-tetramethyl-1,3,2-dioxaborolan-2-yl)-1-(2,2,2-trifluoroethyl)-1H-indole